butyl 4-((R)-2-{[6-((S)-3-methoxy-pyrrolidin-1-yl)-2-phenyl-pyrimidine-4-carbonyl]-amino}-3-phosphono-propionyl)-piperazine-1-carboxylate CO[C@@H]1CN(CC1)C1=CC(=NC(=N1)C1=CC=CC=C1)C(=O)N[C@H](C(=O)N1CCN(CC1)C(=O)OCCCC)CP(=O)(O)O